CC1=NC(=CC(=N1)NC1=NN2C(C=C(C=C2)C2=C(C=NC(=C2)C)OC[C@H]2NC(N(C2)C)=O)=C1)C (4S)-4-[[4-[2-[(2,6-dimethylpyrimidin-4-yl)amino]pyrazolo[1,5-a]pyridin-5-yl]-6-methyl-3-pyridyl]oxymethyl]-1-methyl-imidazolidin-2-one